phosphorus tungsten tin [Sn].[W].[P]